CN(C1=CC=C(C=C1)NC1=CC=C(C=C1)N(C)C)C N4-[4-(dimethylamino)phenyl]-N1,N1-dimethyl-1,4-Benzenediamine